Tert-butyl (3aR,6aS)-5-(5-fluoro-2-((1-methyl-1H-pyrazol-4-yl)amino)pyrimidin-4-yl)-3a,6a-dimethylhexahydropyrrolo[3,4-c]pyrrole-2(1H)carboxylate FC=1C(=NC(=NC1)NC=1C=NN(C1)C)N1C[C@@]2([C@](C1)(CN(C2)C(=O)OC(C)(C)C)C)C